C1(=CC=CC=C1)C1=CC=CC(=N1)C=1C=C(C(=C(C1)C1=CC=CC=C1)C1=CC=CC=C1)C#N 5'-(6-phenylpyridin-2-yl)-[1,1':2',1''-terphenyl]-3'-carbonitrile